FC1=C(C(=CC2=C1C=C(S2)C(C[C@@H](C(=O)OCC)C)=O)OC)OCCCOC=2C=C1CN(CC1=CC2OC)C(C[C@@H](C(=O)OC)C)=O ethyl (2S)-4-[4-fluoro-6-methoxy-5-[3-[6-methoxy-2-[(3S)-4-methoxy-3-methyl-4-oxo-butanoyl]isoindolin-5-yl]oxypropoxy]benzothiophen-2-yl]-2-methyl-4-oxo-butanoate